2-methoxyethyl tridecanoate C(CCCCCCCCCCCC)(=O)OCCOC